[Si](C)(C)(C(C)(C)C)OCCCOC1=NN(C(=C1[N+](=O)[O-])C)C=1C(=NC=CC1)OCF 3-(3-(3-((tert-butyldimethylsilyl)oxy)propoxy)-5-methyl-4-nitro-1H-pyrazol-1-yl)-2-(fluoromethoxy)pyridine